ClC=1C=C(C=CC1)C(C(OC(=O)N[C@H](C(=O)OC)CCCC)C1=CC=NC=C1)(F)F methyl (2S)-2-(((2-(3-chlorophenyl)-2,2-difluoro-1-(pyridin-4-yl)ethoxy) carbonyl)amino)hexanoate